ClCCN(C1=CC2=C(N(C(=N2)CC[C@@H](C(N[C@@H](CC(C)C)C(NC)=O)=O)NC(OC(C)(C)C)=O)C)C=C1)CCCl tert-butyl N-[(1S)-3-[5-[bis(2-chloroethyl)amino]-1-methyl-benzimidazol-2-yl]-1-[[(1S)-3-methyl-1-(methylcarbamoyl)butyl]carbamoyl]propyl]carbamate